BrC=1C=CC(=C(NC([2H])([2H])[2H])C1)[N+](=O)[O-] 5-bromo-N-(methyl-d3)-2-nitroaniline